Zinc iminodisuccinate N(C(C(=O)[O-])CC(=O)[O-])C(C(=O)[O-])CC(=O)[O-].[Zn+2].[Zn+2]